C1(CC1)CCN1C(C2=C(C(=C1)C=1C=C(C(=O)N(C)C)C=CC1)C=C(N2)C)=O 3-(6-(2-Cyclopropylethyl)-2-methyl-7-oxo-6,7-dihydro-1H-pyrrolo[2,3-c]pyridin-4-yl)-N,N-dimethylbenzamide